[GeH2]=[GeH2] digermanene